FC1=C(C=CC(=C1)F)N[C@H](C(=O)N[C@H](C(=O)N1C(C2C(C2C1)(C)C)C(=O)N)C(C)(C)C)C 3-((S)-2-((S)-2-((2,4-difluorophenyl)amino)propionylamino)-3,3-dimethylbutyryl)-6,6-dimethyl-3-azabicyclo[3.1.0]hexane-2-carboxamide